N-(5-bromo-1-(phenylsulfonyl)-1H-indol-3-yl)cyclobutylcarboxamide BrC=1C=C2C(=CN(C2=CC1)S(=O)(=O)C1=CC=CC=C1)NC(=O)C1CCC1